FC=1C=C(C=CC1)C=1N=NN(C1)[C@@H]1C[C@@H](O[C@H]2[C@@H]1OC(OC2)C2=CC=CC=C2)C(=O)O (4aR,6R,8R,8aR)-8-(4-(3-fluorophenyl)-1H-1,2,3-triazol-1-yl)-2-phenylhexahydropyrano[3,2-d][1,3]dioxine-6-carboxylic acid